COCCOCCOC1=C(CCC2(NN3C(N=C(N=C3N)N)=N2)C=2OC=CC2)C=CC=C1 2-(2-(2-(2-methoxyethoxy)ethoxy)phenethyl)-2-(furan-2-yl)-[1,2,4]triazolo[1,5-a][1,3,5]triazine-5,7-diamine